ClC1=C(C2=NC(=NC=3N([C@H]4CCOC[C@@H]4OC(=N1)C23)CC)OC[C@]23CCCN3C[C@@H](C2)F)F (7aR,11aS)-5-chloro-12-ethyl-4-fluoro-2-(((2R,7aS)-2-fluorotetrahydro-1H-pyrrolizin-7a(5H)-yl)methoxy)-7a,8,10,11,11a,12-hexahydro-7,9-dioxa-1,3,6,12-tetraazapleiadene